[N+](=O)([O-])C=1C=C2C(=CC=NC2=CC1)NC=1C=CC(=NC1)C(=O)NC1=CC=C(C=C1)NC1=CC=NC=C1 5-(6-nitroquinolin-4-ylamino)-N-(4-(pyridin-4-ylamino)phenyl)pyridine-2-carboxamide